CNS(=O)(=O)C1=CC(=C(C=C1)C1=CC=C(C=C1)C=1C(=NNC1C)C1=CC=NC=C1)C N,3-dimethyl-4-[4-[5-methyl-3-(4-pyridyl)-1H-pyrazol-4-yl]phenyl]benzenesulfonamide